(E)-1-Phenyl-3-[4-[[4-O-(2-O,3-O,4-O,6-O-tetraacetyl-beta-D-glucopyranosyl)-2-O,3-O,6-O-triacetyl-beta-D-glucopyranosyl]oxy]phenyl]-2-propen-1-one C1(=CC=CC=C1)C(\C=C\C1=CC=C(C=C1)O[C@H]1[C@H](OC(C)=O)[C@@H](OC(C)=O)[C@H](O[C@H]2[C@H](OC(C)=O)[C@@H](OC(C)=O)[C@H](OC(C)=O)[C@H](O2)COC(C)=O)[C@H](O1)COC(C)=O)=O